C1(CCC1)CN(C(OC(C)(C)C)=O)[C@H]1CN(CCC1)C1=CC(N(C=C1)CC=1SC(=NN1)C=1C=NC=C(C1)OC)=O tert-butyl (R)-(cyclobutylmethyl)(1-(1-((5-(5-methoxypyridin-3-yl)-1,3,4-thiadiazol-2-yl)methyl)-2-oxo-1,2-dihydropyridin-4-yl)piperidin-3-yl)carbamate